TRIAZOLOTRIAZINE C1=NN=NC2=NNN=C21